FC1=C(C=C2C=CC=NC2=C1)CN[C@@H]1[C@@H](C[C@H](CC1)N[C@@H](C)C1=CC=CC=2N1N=CC2)O (1R,2S,5S)-2-(((7-fluoroquinolin-6-yl)methyl)amino)-5-(((S)-1-(pyrazolo[1,5-a]pyridin-7-yl)ethyl)amino)cyclohexan-1-ol